C(C)(C)OC1=CC(=NC=C1)NC1=NC(=NO1)C1=NC=C(C=C1)OC N-(4-isoprop-oxypyridin-2-yl)-3-(5-methoxy-pyridin-2-yl)-1,2,4-oxadiazol-5-amine